5-((1H-pyrrolo[2,3-b]pyridin-4-yl)thio)-2-((3S,4S)-4-amino-3-methyl-2-oxa-8-azaspiro[4.5]decan-8-yl)-3-methylpyrimidin-4(3H)-one N1C=CC=2C1=NC=CC2SC=2C(N(C(=NC2)N2CCC1([C@@H]([C@@H](OC1)C)N)CC2)C)=O